1-methyl-4-nitro-1H-benzo[d]imidazole CN1C=NC2=C1C=CC=C2[N+](=O)[O-]